[Na+].C(C=C)(=O)NCC(CS(=O)(=O)[O-])C 3-acrylamido-2-methylpropanesulfonic acid sodium salt